8-chloro-4-[1-(3-pyrimidin-2-ylpyrazin-2-yl)ethylamino]-6-(trifluoromethyl)-1H-quinolin-2-one ClC=1C=C(C=C2C(=CC(NC12)=O)NC(C)C1=NC=CN=C1C1=NC=CC=N1)C(F)(F)F